CC1OCOC1C 4,5-Dimethyl-1,3-dioxolane